(cis)-3-fluoro-N-(2-oxo-3-(pyridine-4-yl)propyl)cyclobutene-1-carboxamide FC1C=C(C1)C(=O)NCC(CC1=CC=NC=C1)=O